5-(trans-2-Aminocyclopropyl)-N-(5-methyl-1,3,4-thiadiazol-2-yl)thiophene-3-carboxamide Dihydrochloride Cl.Cl.N[C@H]1[C@@H](C1)C1=CC(=CS1)C(=O)NC=1SC(=NN1)C